N-[(1R)-8-[8-(2,3-dichlorophenyl)-7-methylimidazo[1,2-c]pyrimidin-5-yl]-3-oxo-8-azaspiro[4.5]dec-1-yl]-2-methylpropan-2-sulfinamide ClC1=C(C=CC=C1Cl)C=1C=2N(C(=NC1C)N1CCC3(CC(C[C@H]3NS(=O)C(C)(C)C)=O)CC1)C=CN2